5-[[2-(6-oxo-7-oxa-2,5-diazaspiro[3.4]octane-2-carbonyl)-2-azaspiro[3.3]heptane-6-yl]methyl]-2-(trifluoromethyl)pyridine-4-carbonitrile O=C1NC2(CN(C2)C(=O)N2CC3(C2)CC(C3)CC=3C(=CC(=NC3)C(F)(F)F)C#N)CO1